OC1(CCN(CC1)C(=O)[C@H]1[C@@H](CN(CC1)C(C1=CC(=CC=C1)C)=O)C1=CC=CC=C1)CN1C=NC2=C(C1=O)C=CN2C 3-[(4-hydroxy-1-{[(3R,4R)-1-(3-methylbenzoyl)-3-phenylpiperidin-4-yl]carbonyl}piperidin-4-yl)methyl]-7-methyl-3,7-dihydro-4H-pyrrolo[2,3-d]pyrimidin-4-one